N-(5-(2-chlorothiophen-3-yl)-1,3,4-thiadiazol-2-yl)-3-methoxy-4-((2-methoxyethyl)amino)-2-oxo-2H-pyran-6-carboxamide ClC=1SC=CC1C1=NN=C(S1)NC(=O)C1=CC(=C(C(O1)=O)OC)NCCOC